(2S)-2-(3-(5-(1-amino-2,2,2-trifluoroethyl)-6-methoxypyridin-3-yl)-4,4-difluoropiperidin-1-yl)-N-(2,2-difluoro-[1,3]dioxolo[4',5':4,5]benzo[1,2-d]thiazol-6-yl)propanamide NC(C(F)(F)F)C=1C=C(C=NC1OC)C1CN(CCC1(F)F)[C@H](C(=O)NC=1SC2=C(N1)C=C1C(=C2)OC(O1)(F)F)C